spiro[chromane-2,3'-pyrrolidine]-6,7-dicarboxylic acid dimethyl ester COC(=O)C=1C=C2CCC3(CNCC3)OC2=CC1C(=O)OC